2-oxo-pentanedioic acid, 1-octyl ester O=C(C(=O)OCCCCCCCC)CCC(=O)[O-]